Methyl 6-oxo-1,6-dihydropyridazine-3-carboxylate O=C1C=CC(=NN1)C(=O)OC